tert-butyl 6-(8-(benzo[d]thiazol-2-ylcarbamoyl)-3,4-dihydroisoquinolin-2(1H)-yl)-3-(2-cyano-3-(tricyclo[3.3.1.13,7]dec-1-ylsulfonyl)phenyl)picolinate S1C(=NC2=C1C=CC=C2)NC(=O)C=2C=CC=C1CCN(CC21)C2=CC=C(C(=N2)C(=O)OC(C)(C)C)C2=C(C(=CC=C2)S(=O)(=O)C21CC3CC(CC(C2)C3)C1)C#N